N[C@@H](C[C@H]1C(NCC1)=O)C(COC1=CC=CC=C1)=O (s)-3-((s)-2-amino-3-oxo-4-phenoxybutyl)pyrrolidin-2-one